(R)-4-(3H-[1,2,3]triazolo[4,5-b]pyridin-3-yl)-2-fluoro-N-(6-(oxazol-2-yl)isoquinolin-1-yl)-N-(piperidin-3-yl)benzamide N1=NN(C2=NC=CC=C21)C2=CC(=C(C(=O)N([C@H]1CNCCC1)C1=NC=CC3=CC(=CC=C13)C=1OC=CN1)C=C2)F